1-({8-chloro-7-[(2-fluoro-4-iodophenyl)amino]imidazo[1,2-a]pyridin-6-yl}carbonyl)-3-[(2S)-piperidin-2-yl]azetidin-3-ol ClC=1C=2N(C=C(C1NC1=C(C=C(C=C1)I)F)C(=O)N1CC(C1)(O)[C@H]1NCCCC1)C=CN2